1,3,6,8-tetrabromo-9h-carbazol BrC1=CC(=CC=2C3=CC(=CC(=C3NC12)Br)Br)Br